1-methyl-4-(methylsulfanyl)-1H-pyrazole CN1N=CC(=C1)SC